2,4-dimethyl-6-hydroxymethylphenol CC1=C(C(=CC(=C1)C)CO)O